2-methylpropan-2-yl 4-(2-amino-3-bromo-5-methylphenyl)-3-oxopiperazine-1-carboxylate NC1=C(C=C(C=C1Br)C)N1C(CN(CC1)C(=O)OC(C)(C)C)=O